ClC=1C=CC(=C(C1)C1=NN(C=C1NC(=O)C=1C=NN2C1N=CC=C2)CC(=O)NN2CCOCC2)OC N-(3-(5-chloro-2-methoxyphenyl)-1-(2-(morpholinoamino)-2-oxoethyl)-1H-pyrazol-4-yl)pyrazolo[1,5-a]pyrimidine-3-carboxamide